3-{3-[(4-methyl-4H-1,2,4-triazol-3-yl)methyl]oxetan-3-yl}aniline CN1C(=NN=C1)CC1(COC1)C=1C=C(N)C=CC1